1-Amino-2-butanethiol NCC(CC)S